2-(hydroxymethyl)-6-[4-(2,2,2-trifluoroethoxy)phenyl]-7-(trifluoromethyl)-5H-[1,3]thiazolo[3,2-a]pyrimidin-5-one OCC1=CN2C(=NC(=C(C2=O)C2=CC=C(C=C2)OCC(F)(F)F)C(F)(F)F)S1